C(\C=C\CCCCCCCC)=O (E)-2-undecenal